4-(2-fluoro-3-nitro-phenyl)-3,6-dihydro-2H-pyridine-1-carboxylic acid tert-butyl ester C(C)(C)(C)OC(=O)N1CCC(=CC1)C1=C(C(=CC=C1)[N+](=O)[O-])F